1,2-dicarboxy-4-aminocyclohexane C(=O)(O)C1C(CC(CC1)N)C(=O)O